BrC1=CC=C(C=C1)SC[C@@H]([C@H](CCC1=CC=CC=C1)O)C=C (3S,4R)-4-(((4-bromophenyl)thio)methyl)-1-phenylhex-5-en-3-ol